N1=C(C=CC=C1)CC1C[C@H](NC1)C(=O)O gamma-(2-pyridylmethyl)-proline